O.ClC1=C(C(=O)N2COC3=C(C2)C=CC=C3C3=CC(=C(C(=O)O)C=C3F)N3C2COCC3CC2)C(=CC(=C1)N1[C@@H]([C@@H](C1)OC)C)Cl 4-[3-[2,6-dichloro-4-[(2R,3R)-3-methoxy-2-methylazetidin-1-yl]benzoyl]-2,4-dihydro-1,3-benzoxazine-8-yl]-5-fluoro-2-(3-oxa-8-azabicyclo[3.2.1]octan-8-yl)benzoic acid hydrate